2-(5-chloropyridazine-3-carbonyl)-9,9-dimethyl-8-oxo-2-azaspiro[4.5]dec-6-ene-7-carbonitrile ClC=1C=C(N=NC1)C(=O)N1CC2(CC1)C=C(C(C(C2)(C)C)=O)C#N